1,4-bis(4-(6-(acryloyloxy)dodecyloxy)benzoyloxy)-2-methylbenzene C(C=C)(=O)OC(CCCCCOC1=CC=C(C(=O)OC2=C(C=C(C=C2)OC(C2=CC=C(C=C2)OCCCCCC(CCCCCC)OC(C=C)=O)=O)C)C=C1)CCCCCC